C(CCCCC)OC(=O)C=1C=NC=CC1 3-(hexyloxycarbonyl)pyridin